C(C)(=O)C=1C=C(C=CC1)NC(=O)NC=1C=C2C(N(C(N(C2=CC1)C1CCN(CC1)C)=O)CCOC)=O 1-(3-Acetylphenyl)-3-(3-(2-methoxyethyl)-1-(1-methylpiperidin-4-yl)-2,4-dioxo-1,2,3,4-tetrahydroquinazolin-6-yl)urea